P(=O)([O-])([O-])[O-].C=C=C.[Na+].[Na+].[Na+] sodium Allen phosphate